C1(CCCC1)C=1SC=CC1 Cyclopentylthiophene